ClC=1SC(=C(N1)Cl)[C@H]([C@@H](C(=O)OCC)O)O (2S,3S)-ethyl 3-(2,4-dichlorothiazol-5-yl)-2,3-dihydroxypropanoate